NC1=C2C(=NC=N1)N(N=C2)C(C)C=2OC1=CC=C(C=C1C(C2C2=CC=CC=C2)=O)Br 2-(1-(4-Amino-1H-pyrazolo[3,4-d]pyrimidin-1-yl)ethyl)-6-bromo-3-phenyl-4H-chromen-4-one